1-((2R,4S,5R)-5-(((tert-butyldiphenylsilyl)oxy)methyl)-4-(((2R,4R,6S)-2-oxido-4,6-diphenyl-1,3,2-oxathiaphosphinan-2-yl)oxy)tetrahydrofuran-2-yl)-5-methylpyrimidine-2,4(1H,3H)-dione [Si](C1=CC=CC=C1)(C1=CC=CC=C1)(C(C)(C)C)OC[C@@H]1[C@H](C[C@@H](O1)N1C(NC(C(=C1)C)=O)=O)O[P@]1(O[C@@H](C[C@@H](S1)C1=CC=CC=C1)C1=CC=CC=C1)=O